C(CCC)OS(=O)(=O)C(F)(F)F butyltrifluoromethanesulfonic acid